FC(C1=CC(=C2C(=N1)C=NN2COCC[Si](C)(C)C)C=O)(F)F 5-(trifluoromethyl)-1-[[2-(trimethylsilyl)ethoxy]methyl]-1H-pyrazolo[4,3-b]pyridine-7-carbaldehyde